dibutyl-arsinic acid C(CCC)[As](O)(=O)CCCC